6'-{3-[(3-phenylpropyl)amino]propoxy}-2',3'-dihydrospiro[cyclohexane-1,1'-indene]-4-carboxylic acid methyl ester COC(=O)C1CCC2(CCC3=CC=C(C=C23)OCCCNCCCC2=CC=CC=C2)CC1